COC=1C=NN(C1)CC=1N(C2=C(C=NC=3C=CC(=CC23)C#N)N1)[C@H]1CN(CC1)C 2-[(4-methoxy-1H-pyrazol-1-yl)methyl]-1-[(3R)-1-methylpyrrolidin-3-yl]-1H-imidazo[4,5-c]quinoline-8-carbonitrile